2-tert-butyl 5-methyl 1-isopropyl-1H-indole-2,5-dicarboxylate C(C)(C)N1C(=CC2=CC(=CC=C12)C(=O)OC)C(=O)OC(C)(C)C